4-methyl-benzenesulfinamide CC1=CC=C(C=C1)S(=O)N